C(C)(C)(C)OC(=O)N\C(\NCCN1C2=C(C=3C=C(C=CC13)NC1=CC(=C(C=C1)Cl)Cl)CCC2)=N\C(OC(C)(C)C)=O (E)-tert-butyl (tert-butoxycarbonylamino)(2-(7-(3,4-dichlorophenylamino)-2,3-dihydrocyclopenta[b]indol-4(1H)-yl)ethylamino)methylenecarbamate